ClCC(=O)[O-] chloroacetate